N[C@@H]1C2=CC=CC=C2CC12CCN(CC2)C=2N=CC(=NC2CO)C#CCOC2=CC=C(C=C2)NC(C)=O (S)-N-(4-((3-(5-(1-Amino-1,3-dihydrospiro[indene-2,4'-piperidin]-1'-yl)-6-(Hydroxymethyl)pyrazin-2-yl)prop-2-yn-1-yl)oxy)phenyl)acetamide